FC1=C(C(=C(C=C1)CC(=O)OCC)C1CCC(CC1)OC1(CC1)C)C ethyl 2-(4-fluoro-3-methyl-2-((1r,4r)-4-(1-methylcyclopropoxy)-cyclohexyl)phenyl)acetate